2,3,4,5,6-pentachloroethylphenol ClCCC1=C(C(=C(C(=C1Cl)Cl)Cl)Cl)O